9-methyl-8-oxo-2,3,7,15-tetraazatricyclo[12.3.1.02,6]Octadeca-1(18),3,5,14,16-pentaene-4-carboxylic acid ethyl ester C(C)OC(=O)C1=NN2C=3C=CN=C(CCCCC(C(NC2=C1)=O)C)C3